(6-((4-(2-(1-methylpiperidin-4-yl)ethyl)benzyl)amino)isoquinolin-1-yl)carbamic acid tert-butyl ester C(C)(C)(C)OC(NC1=NC=CC2=CC(=CC=C12)NCC1=CC=C(C=C1)CCC1CCN(CC1)C)=O